secondary butyl glycidyl ether C(C1CO1)OC(C)CC